benzyl (7-((1-(4-((2,6-bis(benzyloxy)pyridin-3-yl)amino)phenyl)piperidin-4-yl)methyl)-7-azaspiro[3.5]nonan-2-yl)carbamate C(C1=CC=CC=C1)OC1=NC(=CC=C1NC1=CC=C(C=C1)N1CCC(CC1)CN1CCC2(CC(C2)NC(OCC2=CC=CC=C2)=O)CC1)OCC1=CC=CC=C1